pentaerythritol tetraethyl-caprate C(C)C(C(C(=O)OCC(CO)(CO)CO)(CC)CC)(CCCCCCC)CC